tert-butyl 4-(2-(3-fluoro-2,6-dioxopiperidin-3-yl)-1,3-dioxoisoindolin-5-yl)piperazine-1-carboxylate FC1(C(NC(CC1)=O)=O)N1C(C2=CC=C(C=C2C1=O)N1CCN(CC1)C(=O)OC(C)(C)C)=O